FC1=CC=2N(C=C1)C(=CN2)C2=C1CNC(C1=C(C=C2)NC2=NC=C(C=C2)N2CCC(CC2)(CN2CCOCC2)O)=O 4-(7-fluoro-imidazo[1,2-a]pyridin-3-yl)-7-((5-(4-hydroxy-4-(morpholino-methyl)piperidin-1-yl)pyridin-2-yl)amino)isoindolin-1-one